((3-(4-((2-ethyl-1H-imidazol-1-yl) methyl) phenyl)-5-isobutyl-4-methylthiophene-2-yl) sulfonyl) carbamate C(N)(OS(=O)(=O)C=1SC(=C(C1C1=CC=C(C=C1)CN1C(=NC=C1)CC)C)CC(C)C)=O